NC1=C(C(C)(C)C2=CC(=CC=C2)C(C)(C)C2=C(C=CC=C2)N)C=CC=C1 1,3-bis(o-aminocumyl)benzene